6-chloro-3-methoxy-1H-pyrazolo[4,3-c]pyridine ClC1=CC2=C(C=N1)C(=NN2)OC